1-cyclopropyl-5-(4,4,5,5-tetramethyl-1,3,2-dioxaborolan-2-yl)-1H-pyrazole C1(CC1)N1N=CC=C1B1OC(C(O1)(C)C)(C)C